The molecule is trianion of 2-cis,6-cis-farnesyl diphosphate arising from deprotonation of the phosphate OH groups; major species at pH 7.3. It is a conjugate base of a 2-cis,6-cis-farnesyl diphosphate. CC(=CCC/C(=C\\CC/C(=C\\COP(=O)([O-])OP(=O)([O-])[O-])/C)/C)C